(1R,3S,5S)-N-(3-(1,2,4-triazin-3-yl)-4-(trifluoromethyl)phenyl)-1-(1-methoxyethyl)-3-methyl-6-azabicyclo[3.1.1]heptane-6-carboxamide N1=NC(=NC=C1)C=1C=C(C=CC1C(F)(F)F)NC(=O)N1[C@H]2C[C@@H](C[C@@]1(C2)C(C)OC)C